BrC1C(OC(=C1Br)OC)=O 3,4-dibromo-5-methoxyfuranone